1-amino-4-(2-boronoethyl)-2-hydroxycyclopentanecarboxylic acid hydrochloride Cl.NC1(C(CC(C1)CCB(O)O)O)C(=O)O